CN(CC(=O)Cl)C 2-(dimethylamino)acetylchloride